1-vinyl-3-butylimidazolium bis(trifluoromethanesulfonyl)imide salt [N-](S(=O)(=O)C(F)(F)F)S(=O)(=O)C(F)(F)F.C(=C)N1C=[N+](C=C1)CCCC